(Z)-3-(dimethylamino)-1-(4-methyl-2-(methylamino)thiazol-5-yl)prop-2-en-1-one CN(\C=C/C(=O)C1=C(N=C(S1)NC)C)C